NC1=C(C=C(C=N1)C=1N=C(N(C1)C12CC(C1)C2)C(C(F)(F)F)O)OC(F)(F)F 1-(4-(6-amino-5-(tri-fluoromethoxy)pyridin-3-yl)-1-(bicyclo[1.1.1]-pentan-1-yl)-1H-imidazol-2-yl)-2,2,2-trifluoroethan-1-ol